1-((1R,3S,5s,7s)-5-(4-methoxyphenyl)adamantan-2-yl)heptan-1-ol COC1=CC=C(C=C1)C12C[C@H]3C([C@H](CC(C1)C3)C2)C(CCCCCC)O